C1(CC1)NC(=O)C=1C=NN2C1N=C(C=C2NC)NC=2C(N(C=CC2)N2C=CC=C2)=C=O N-cyclopropyl-7-(methylamino)-5-((2-carbonyl-1-(1H-pyrrol-1-yl)-1,2-dihydropyridin-3-yl)amino)pyrazolo[1,5-a]pyrimidine-3-carboxamide